2-(4-(trifluoromethyl)-3,4-dihydro-2H-pyrrolo[3',2':5,6]Pyrido[2,3-b][1,4]Oxazepin-1(7H)-yl)benzoic acid FC(C1CCN(C2=C(O1)N=C1C(=C2)C=CN1)C1=C(C(=O)O)C=CC=C1)(F)F